tert-butyl 1-cyclobutyl-2-{5-hydroxy-1-methyl-4-[(1,2-oxazol-4-yl)carbamoyl]-6-oxo-1,6-dihydropyrimidin-2-yl}-1H-1,3-benzodiazole-6-carboxylate C1(CCC1)N1C(=NC2=C1C=C(C=C2)C(=O)OC(C)(C)C)C=2N(C(C(=C(N2)C(NC=2C=NOC2)=O)O)=O)C